C1CCC12CN(CC2)C2=C(N=NC(=C2)C=2C(=NC(=NC2)OC)OC)C#N 4-(6-azaspiro[3.4]octan-6-yl)-6-(2,4-dimethoxypyrimidin-5-yl)pyridazine-3-carbonitrile